NC=1SC2=C(N1)C(=CC=C2F)C2=C(C=C1C(=NC(=NC1=C2F)OC[C@]21CCCN1C[C@@H](C2)F)N2CCC(CCC2)CO)Cl (1-(7-(2-amino-7-fluoro-benzo[d]thiazol-4-yl)-6-chloro-8-fluoro-2-(((2R,7aS)-2-fluorotetra-hydro-1H-pyrrolizin-7a(5H)-yl)methoxy)quinazolin-4-yl)azepan-4-yl)methanol